(S)-6-(((1-([1,1'-bi(cyclopropan)]-1-yl)-1H-1,2,3-triazol-4-yl)(quinolin-5-yl)methyl)amino)-4-(neopentylamino)quinoline-3,8-dicarbonitrile C1(CC1)(C1CC1)N1N=NC(=C1)[C@H](C1=C2C=CC=NC2=CC=C1)NC=1C=C2C(=C(C=NC2=C(C1)C#N)C#N)NCC(C)(C)C